3,5-trimethoxycinnamaldehyde COC1=CC(=CC(=C1OC)OC)/C=C\C=O